FC(CN1C(C2(C3=CC=C(C=C13)[C@@H]1[C@H](C1)C=1C=3N(N=C(C1)C=1C(=NC(=NC1)OC)OC)C(=CN3)F)CC2)=O)(C)F 1'-(2,2-difluoropropyl)-6'-((1S,2S)-2-(6-(2,4-dimethoxypyrimidin-5-yl)-3-fluoroimidazo[1,2-b]pyridazin-8-yl)cyclopropyl)spiro[cyclopropane-1,3'-indolin]-2'-one